tert-butyl 2-(5-fluoro-2-((4-(piperidin-1-yl)-3-(1-(2,2,2-trifluoroethyl)-1H-indazole-3-carboxamido)phenyl)sulfonamido)phenyl)acetate FC=1C=CC(=C(C1)CC(=O)OC(C)(C)C)NS(=O)(=O)C1=CC(=C(C=C1)N1CCCCC1)NC(=O)C1=NN(C2=CC=CC=C12)CC(F)(F)F